2,7-dibromo-9,9-bis(2-ethylhexyl)fluorene tert-butyl-5-(4-(4-chloroquinolin-6-yl)-3-fluorobenzyl)hexahydropyrrolo[3,4-c]pyrrole-2(1H)-carboxylate C(C)(C)(C)OC(=O)N1CC2CN(CC2C1)CC1=CC(=C(C=C1)C=1C=C2C(=CC=NC2=CC1)Cl)F.BrC1=CC=2C(C3=CC(=CC=C3C2C=C1)Br)(CC(CCCC)CC)CC(CCCC)CC